r-(1,2-ethanediyl)bis(3,3,5,5-tetramethylpiperazin-2-one) C(CN1C(C(NC(C1)(C)C)(C)C)=O)N1C(C(NC(C1)(C)C)(C)C)=O